tert-butyl 2-cyclohexyl-1H-pyrrole-1-carboxylate C1(CCCCC1)C=1N(C=CC1)C(=O)OC(C)(C)C